C(C1=CC=CC=C1)(C1=CC=CC=C1)OC(C(CCC)ON=C(C(=O)O)C=1N=C(SC1)NC(=O)OC(C)(C)C)=O 2-(((1-(benzhydryloxy)-1-oxopentan-2-yl)oxy)imino)-2-(2-((tert-butoxycarbonyl)amino)thiazol-4-yl)acetic acid